(S)-4-(cyclopropylethynyl)-4-(1,1-difluoroethyl)-7-((4-methoxy-6-oxopyrimidin-1(6H)-yl)methyl)-1,4-dihydro-2H-benzo[d][1,3]oxazin-2-one C1(CC1)C#C[C@]1(C2=C(NC(O1)=O)C=C(C=C2)CN2C=NC(=CC2=O)OC)C(C)(F)F